C[C@@H]1COCC2=C(S1(=O)=O)C=C(C=C2)C(=O)O (R)-2-methyl-2,3-dihydro-5H-benzo[e][1,4]oxathiepine-8-carboxylic acid 1,1-dioxide